C(=O)(OC(C)(C)C)N1C2CNCC1C2 6-Boc-3,6-diazabicyclo[3.1.1]-heptane